FC(C1CCC(CC1)CC(=O)Cl)(F)F (4-(trifluoromethyl)cyclohexyl)acetyl chloride